C(=O)O.NCCCOCCNC(C1=C(C=C(C=C1)NC=1C=2N(C=CN1)C(=CN2)C=2C(=NNC2)C(F)(F)F)CC)=O N-(2-(3-aminopropoxy)ethyl)-2-ethyl-4-((3-(3-(trifluoromethyl)-1H-pyrazol-4-yl)imidazo[1,2-a]pyrazin-8-yl)amino)benzamide formate